N1CC(C1)N1CCN(CC1)C1=CC=CC=2N(C(N(C21)C)=O)C2C(NC(CC2)=O)=O 3-{4-[4-(azetidin-3-yl)piperazin-1-yl]-3-methyl-2-oxo-1,3-benzodiazol-1-yl}piperidine-2,6-dione